N[C@H](C)C=1C=C(C=C2C(C(=C(OC12)C=1C(=NC=CC1F)F)C)=O)C 8-[(1R)-1-Aminoethyl]-2-(2,4-difluoro-3-pyridyl)-3,6-dimethyl-chromen-4-one